5,7,4'-trihydroxy-3-methoxy-6-C-methylflavone CC1=C(C2=C(C=C1O)OC(=C(C2=O)OC)C3=CC=C(C=C3)O)O